BrC1=NC=C(C=C1)C(F)F bromo-5-(difluoromethyl)pyridine